C(C)C(COCCC)(CC)O[La](OC(COCCC)(CC)CC)OC(COCCC)(CC)CC tris(2-ethyl-1-n-propoxy-2-butoxy)lanthanum(III)